(2S,4R)-N-((S)-1-(5-(2,6-difluorophenyl)pyridin-2-yl)ethyl)-4-hydroxypyrrolidine-2-carboxamide FC1=C(C(=CC=C1)F)C=1C=CC(=NC1)[C@H](C)NC(=O)[C@H]1NC[C@@H](C1)O